N-ethyl-N-(pyridazin-4-yl)-1-(3-(methylthio)butan-2-yl)-5-methyl-1H-pyrazole-4-carboxamide C(C)N(C(=O)C=1C=NN(C1C)C(C)C(C)SC)C1=CN=NC=C1